5-(8-((1S,2S)-2-(4-chlorophenyl)cyclopropyl)-3-fluoroimidazo[1,2-b]pyridazin-6-yl)pyrimidine-2,4(1H,3H)-dione ClC1=CC=C(C=C1)[C@@H]1[C@H](C1)C=1C=2N(N=C(C1)C=1C(NC(NC1)=O)=O)C(=CN2)F